1,11-bis(4-pyridyl)-6-oxa-3,9-dithiaundecane N1=CC=C(C=C1)CCSCCOCCSCCC1=CC=NC=C1